6-(4-(4-benzyl-3-chloro-5-oxo-4,5-dihydro-1H-1,2,4-triazol-1-yl)phenoxy)-1-methylpyridin-2(1H)-one C(C1=CC=CC=C1)N1C(=NN(C1=O)C1=CC=C(OC2=CC=CC(N2C)=O)C=C1)Cl